3-(2-(4-Hydroxypiperidin-1-yl)ethyl)-6-(2-p-tolyl-1H-benzo[d]imidazol-6-yl)quinazolin-4(3H)-one OC1CCN(CC1)CCN1C=NC2=CC=C(C=C2C1=O)C=1C=CC2=C(NC(=N2)C2=CC=C(C=C2)C)C1